C1(=C(C=CC=C1)C1(CC1)C=1C(=C(C(=O)N)C=C(C1)OCCN(C)C)C)C1=CC=CC=C1 (1-([1,1'-Biphenyl]-2-yl)cyclopropyl)-5-(2-(dimethylamino)ethoxy)-2-methylbenzamide